ClC1=NC=C(C(=N1)NC1=CC(=C(C=C1)Cl)NS(=O)(=O)C(C)(C)C)F 2-Chloro-5-fluoro-N4-(4-chloro-[3-(1,1-dimethylethylsulfonamido)]phenyl)pyrimidine-4-amine